BrC=1C=C(C=CC1)CCNC(CC1N(C(CC1)=O)CC1=CC=C(C=C1)C)=O N-[2-(3-bromophenyl)ethyl]-2-[1-[(4-methylphenyl)methyl]-5-oxopyrrolidin-2-yl]acetamide